ClCCC(=O)NC1=CC=C(C=C1)C=1N=C2N(C=CC=C2)C1CN1CC2=CC(=C(C=C2CC1)OC)OC 3-chloro-N-(4-(3-((6,7-dimethoxy-3,4-dihydroisoquinolin-2(1H)-yl)methyl)imidazo[1,2-a]pyridin-2-yl)phenyl)propanamide